C(C)(=O)N1CCOCCC1 4-N-acetyl-1,4-oxaazepane